(2-chloro-4-nitrophenyl)acetamide ClC1=C(C=CC(=C1)[N+](=O)[O-])CC(=O)N